N[C@@H]1C2=CC=CC=C2CC12CCN(CC2)C=2C(=NC(=CN2)C#CCOC=2C=NC(=CC2)C(F)(F)F)CO (S)-(3-(1-amino-1,3-dihydrospiro[indene-2,4'-piperidin]-1'-yl)-6-(3-((6-(trifluoromethyl)pyridin-3-yl)oxy)prop-1-yn-1-yl)pyrazin-2-yl)methanol